COC1CCC(CC1)NC1=NC=C(C(=N1)N[C@@H]1CC(NCC1)=O)C(=O)N 2-((1r,4S)-4-methoxycyclohexylamino)-4-((S)-2-oxopiperidin-4-ylamino)pyrimidine-5-carboxamide